C(C)(C)(C)OC(=O)NC=1C=CC(=NC1C)C1=C(N(C2=CC(=CC=C12)F)C(=O)OC(C)(C)C)C(=O)OC 1-tert-butyl 2-methyl 3-[5-[(tert-butoxycarbonyl)amino]-6-methylpyridin-2-yl]-6-fluoroindole-1,2-dicarboxylate